C(C)(=O)OCC1(CC1)NC1=NC=C(C=C1C=1C=NN(C1)C)Cl (1-((5-chloro-3-(1-methyl-1H-pyrazol-4-yl)pyridin-2-yl)amino)cyclopropyl)methyl acetate